ClC=1N(C=CN1)C(C)C1=CC=C(C=C1)C1=C(SC(=C1)CC(C)C)S(=O)(=O)NC(OC1=CC=CC=C1)=O phenyl 3-(4-(1-(2-chloro-1H-imidazol-1-yl) ethyl) phenyl)-5-isobutylthiophene-2-sulfonylcarbamate